O(NC1=CC=CC(=C1)C(F)(F)F)NC1=CC=CC(=C1)C(F)(F)F oxybis[5-(trifluoromethyl)aniline]